COC=1C(=CC=2C(=C3C(=NC2C1)CCC3)NC31CCN(CC3)CC1)OC N-{6,7-dimethoxy-1H,2H,3H-cyclopenta[b]quinolin-9-yl}-1-azabicyclo[2.2.2]octan-4-amine